C(CCC=C)(=O)N[C@@H](C)C(=O)O N-(4-pentenoyl)-L-alanine